FC1=C(C=C(C(=C1)C1=NC(=CC=C1)OCC=1C=NC(=CC1F)C(NC)=O)F)CC=1N(C2=C(N1)C=CC(=C2)C(=O)O)C[C@H]2OCC2 2-[[2,5-difluoro-4-[6-[[4-fluoro-6-(methylcarbamoyl)-3-pyridyl]methoxy]-2-pyridyl]phenyl]methyl]-3-[[(2S)-oxetan-2-yl]methyl]benzimidazole-5-carboxylic acid